Cl.O1N=C(C2=C1C=CC=C2)C2=C(C=CC=C2)[C@H](CC2=NC(=C(C=C2)F)C#N)N (S)-1-[2-(Benzo[d]isoxazol-3-yl)phenyl]-2-(6-cyano-5-fluoropyridine-2-yl)ethan-1-amine hydrochloride